N'-{5-bromo-6-[(cis-4-isopropylcyclohexyl)oxy]-2-methylpyridin-3-yl}-N-ethyl-N-methylimidoformamide BrC=1C=C(C(=NC1O[C@@H]1CC[C@@H](CC1)C(C)C)C)N=CN(C)CC